3-Butyl-3-methyl-7-(methylthio)-1,1-dioxido-5-phenyl-2,3,4,5-tetrahydro-1,5-benzothiazepin-8-yl triflate O(S(=O)(=O)C(F)(F)F)C1=CC2=C(N(CC(CS2(=O)=O)(C)CCCC)C2=CC=CC=C2)C=C1SC